C1(=C(C(=CC(=C1)C)C)B1N(C2=C(N1C)C=CC=C2)C)C 2-mesityl-1,3-dimethyl-2,3-dihydro-1H-benzo[d][1,3,2]Diazaborole